3-bromo-N-(1,1-dimethylethyl)androstane-3,5-diene-17beta-carboxamide BrC1=CC2=CC[C@H]3[C@@H]4CC[C@@H]([C@@]4(C)CC[C@@H]3[C@]2(CC1)C)C(=O)NC(C)(C)C